BrC=1C(=NN(C1)C1=CC=C(C=C1)N1CCN(CC1)C(=O)[O-])C1=CC=NC=C1 4-{4-[4-bromo-3-(pyridin-4-yl)pyrazol-1-yl]phenyl}piperazine-1-carboxylate